C(C)[C@H]1[C@@H]([C@H]1C=1C=NN(C1)C)C(=O)NC=1N=CC2=CC(=C(C=C2C1)N1CC[NH+](CC1)[C@@]1(COCC1)C)C (1S,2R,3S)-2-ethyl-N-[7-methyl-6-[4-((S)-3-methyltetrahydrofuran-3-yl)piperazin-4-ium-1-yl]-3-isoquinolyl]-3-(1-methylpyrazol-4-yl)cyclopropanecarboxamide